4,6-dimethoxy-2-(phenoxycarbonyl)aminopyrimidine COC1=NC(=NC(=C1)OC)NC(=O)OC1=CC=CC=C1